dimethyl 7-bromo-1-(4-chlorobenzoyl)pyrrolo[1,2-a]quinoline-2,3-dicarboxylate BrC=1C=C2C=CC=3N(C2=CC1)C(=C(C3C(=O)OC)C(=O)OC)C(C3=CC=C(C=C3)Cl)=O